ClC1=C(C(=O)N2COC3=C(C2)C=CC=C3C3=CC(=C(C(=O)O)C=C3F)N3C2COCC3CC2)C(=CC(=C1)N1[C@@H](CN(CC1)C)C)F 4-[3-[2-Chloro-4-[(2R)-2,4-dimethylpiperazin-1-yl]-6-fluorobenzoyl]-2,4-dihydro-1,3-benzoxazin-8-yl]-5-fluoro-2-(3-oxa-8-azabicyclo[3.2.1]octan-8-yl)benzoic acid